3-((4-(1-(piperidin-4-ylmethyl)piperidin-4-yl)phenyl)amino)piperidine-2,6-dione N1CCC(CC1)CN1CCC(CC1)C1=CC=C(C=C1)NC1C(NC(CC1)=O)=O